4-(3-Acetamido-5-methoxyphenoxy)-7-methoxy-N-methylquinoline-6-carboxamide C(C)(=O)NC=1C=C(OC2=CC=NC3=CC(=C(C=C23)C(=O)NC)OC)C=C(C1)OC